(R)-tert-Butyl-11-bromo-12-chloro-10-fluoro-5-carbonyl-1,2,4a,5,6,7-hexahydro-8-thia-3,5a,9,13c-Tetraazanaphtho[3,2,1-de]anthracene-3(4H)-carboxylate-8,8-dioxide C(C)(C)(C)[C@@H]1CN(CC2C(N3CCS(C=4N=C5C(=C(C(=CC5=C(C34)N12)Cl)Br)F)(=O)=O)=C=O)C(=O)[O-]